FC(S(=O)(=O)OC1=CC2=CC=C(C=C2C=C1)C(CC)(CCCCCCCC)CC)(F)F 6-(3-ethyl-3-undecyl)-2-naphthyl trifluoromethanesulfonate